2-[4-(chloromethyl)phenyl]-4-(trifluoromethyl)pyrimidine 5-(5-aminopentyl)-3-pentylquinolin-2-carbamate NCCCCCC1=C2C=C(C(=NC2=CC=C1)NC(=O)O)CCCCC.ClCC1=CC=C(C=C1)C1=NC=CC(=N1)C(F)(F)F